Tert-butyl 6-((4-(6-bromo-1-(tetrahydro-2H-pyran-2-yl)-1H-indazol-4-yl)-1H-1,2,3-triazol-1-yl)methyl)-2-(((cyclobutylmethyl)amino)methyl)-1H-indole-1-carboxylate BrC1=CC(=C2C=NN(C2=C1)C1OCCCC1)C=1N=NN(C1)CC1=CC=C2C=C(N(C2=C1)C(=O)OC(C)(C)C)CNCC1CCC1